gamma-nonene CCC=CCCCCC